COC=1C=C(C=C(C1)OC)N(C(=O)C=1N=C(SC1)C#C)[C@H]1CN(C(CC1)=O)CC(F)(F)F (R)-N-(3,5-Dimethoxyphenyl)-2-ethynyl-N-(6-oxo-1-(2,2,2-trifluoroethyl)piperidin-3-yl)thiazole-4-carboxamide